tert-Butyl 1-(hydroxymethyl)-4-(((5-oxo-1,2,3,5-tetrahydroindolizin-7-yl)oxy)methyl)-2-azabicyclo[2.1.1]hexane-2-carboxylate OCC12N(CC(C1)(C2)COC2=CC(N1CCCC1=C2)=O)C(=O)OC(C)(C)C